C1CC(CCC1N=C=O)N=C=O trans-1,4-cyclohexane diisocyanate